S(=O)(=O)(O)O.FC(C=1C=C(N)C=CC1)(F)F m-trifluoromethyl-aniline sulfate